N-((3-nitro-4-((((S)-4-(oxetan-3-yl)morpholin-2-yl)methyl)amino)phenyl)sulfonyl)benzamide [N+](=O)([O-])C=1C=C(C=CC1NC[C@H]1CN(CCO1)C1COC1)S(=O)(=O)NC(C1=CC=CC=C1)=O